ClC1=C(C=CC(=C1)Cl)N1CNN=C1CC=1N2C(SC1)=NC(=C2)C2=CC=C(C=C2)F 4-(2,4-Dichlorophenyl)-5-((6-(4-fluorophenyl)imidazo[2,1-b]thiazol-3-yl)methyl)-2,4-dihydro-3H-1,2,4-triazole